C1(=CC=CC=C1)C=1C2=CC=CC=C2C(=C2C=CC(=CC12)N(C=1C=CC=2N(C3=CC=CC=C3C2C1)C1=CC=CC=C1)C1=CC=CC=C1)C1=CC=CC=C1 N-(9,10-diphenyl-2-anthryl)-N,9-diphenyl-9H-carbazol-3-amine